(6-(thiazol-4-ylmethoxy)-1H-indol-2-yl)methanamine S1C=NC(=C1)COC1=CC=C2C=C(NC2=C1)CN